NC=1C(=NC=C(N1)N1CCC2(CCC[C@H]2N)CC1)SC=1C(=C(C=CC1)NC(=O)C1=C(N=C2N(C1=O)CCCC2)O)Cl (R)-N-(3-((3-amino-5-(1-amino-8-azaspiro[4.5]decan-8-yl)pyrazin-2-yl)thio)-2-chlorophenyl)-2-hydroxy-4-oxo-6,7,8,9-tetrahydro-4H-pyrido[1,2-a]pyrimidine-3-carboxamide